5-((2-(2-methoxyethoxy)ethoxy)methyl)bicyclo[2.2.1]hept-2-ene COCCOCCOCC1C2C=CC(C1)C2